methyl 2-(aminomethyl)-5-methylbenzofuran-7-carboxylate NCC=1OC2=C(C1)C=C(C=C2C(=O)OC)C